4-(Hydroxymethyl)imidazol OCC=1N=CNC1